N,N-bis(hydroxyethyl)aniline OCCN(C1=CC=CC=C1)CCO